BrC1=CC=C(CN2C=C(C(C3=CC=CC=C23)=O)C2=NN=NN2)C=C1 1-(4-bromobenzyl)-3-(1H-tetrazol-5-yl)quinolin-4(1H)-one